lauryl-dimethyl-benzyl-ammonium chloride [Cl-].C(CCCCCCCCCCC)[N+](CC1=CC=CC=C1)(C)C